CC=1NC(C(=C(N1)C)CN1C=NC(=C(C1=O)OC=1C(=C(C#N)C=CC1)C)C(C(F)(F)F)(F)F)=O 3-((1-((2,4-dimethyl-6-oxo-1,6-dihydropyrimidin-5-yl)methyl)-6-oxo-4-(perfluoroethyl)-1,6-dihydropyrimidin-5-yl)oxy)-2-methylbenzonitrile